C1(CC1)NC1=NC(=NC=C1C(=O)NC1=C(C=CC=C1C)C)NC1=CC=C(C=C1)N1CCOCC1 4-(cyclopropylamino)-N-(2,6-DIMETHYLPHENYL)-2-((4-morpholinophenyl)amino)pyrimidine-5-carboxamide